CN(CCC1=CN(C2=CC=C(C=C12)OC)C(=O)OCOC(CCCC(=O)O)=O)C 5-(((3-(2-(dimethylamino)ethyl)-5-methoxy-1H-indole-1-carbonyl)oxy)methoxy)-5-oxopentanoic acid